C(C1=CC=CC=C1)OC(=O)N1CCN(CC1)C1=CC(=C(NC=2N=CC3=C(N4C=CC(=C4CC3)C(=O)[O-])N2)C=C1)C.[Na+] sodium 2-[4-(4-benzyloxycarbonylpiperazin-1-yl)-2-methyl-anilino]-5,6-dihydropyrimido[4,5-e]indolizine-7-carboxylate